OC(=O)C(F)(F)F.N1=CC=CC2=CC(CC=C12)=O quinolin-6(7H)-one TFA salt